N-{(S)-1-[4-((S)-3-Ethyl-piperazin-1-yl)-phenyl]-ethyl}-3-[3-(4-trifluoromethoxy-benzyl)-3H-imidazo[4,5-b]pyridin-2-yl]-propionamide C(C)[C@H]1CN(CCN1)C1=CC=C(C=C1)[C@H](C)NC(CCC1=NC=2C(=NC=CC2)N1CC1=CC=C(C=C1)OC(F)(F)F)=O